chloro-pteridine ClC1=NC2=NC=CN=C2C=N1